CN1C(=NC=C1CO)[N+](=O)[O-] (3-methyl-2-nitro-3H-imidazol-4-yl)-methanol